(R)-9-Isoxazol-3-yl-methyl-2-((R)-3-methylmorpholin-4-yl)-6-trifluoromethyl-6,7,8,9-tetrahydro-pyrimido[1,2-a]-pyrimidin-4-one O1N=C(C=C1)N1CC[C@@H](N2C1=NC(=C(C2=O)C)N2[C@@H](COCC2)C)C(F)(F)F